[9-benzyl-4-carbamoyl-7-methoxycarbazol-5-yl]oxyacetic acid C(C1=CC=CC=C1)N1C2=CC(=CC(=C2C=2C(=CC=CC12)C(N)=O)OCC(=O)O)OC